ClC=1C(=CC(=C(CN2[C@@H](CCCC2)C(=O)O)C1)OCC1=CC(=CC=C1)C#N)OC1=NC=NC2=C(C=CC=C12)C1=CC=CC=C1 (S)-1-(5-chloro-2-((3-cyanobenzyl)oxy)-4-((8-phenylquinazolin-4-yl)oxy)benzyl)piperidine-2-carboxylic acid